C(C)(C)(C)OC(=O)N1CC(C(C(C1)C)(F)F)N 3-Amino-4,4-difluoro-5-methylpiperidine-1-carboxylic acid tert-butyl ester